C(C)(C)C1=NC=CC(=N1)C1=C(N=C(S1)NC(=O)NC1=CC(=C(C=C1)CN1CCN(CC1)C)C(F)(F)F)C 1-(5-(2-Isopropylpyrimidin-4-yl)-4-methylthiazol-2-yl)-3-(4-((4-methylpiperazin-1-yl)methyl)-3-(trifluoromethyl)phenyl)urea